N-(4-hydroxy-pyrimidin-5-yl)-acetamide OC1=NC=NC=C1NC(C)=O